3-bromo-N-(2,2-dimethoxyethyl)-5-fluorobenzamide BrC=1C=C(C(=O)NCC(OC)OC)C=C(C1)F